2-(3-methylpentyl)-4,6-bis({[(3R,4R,5S,6S)-4,5,6-trihydroxy-3-(hydroxymethyl)oxan-2-yl]oxy})benzoic acid CC(CCC1=C(C(=O)O)C(=CC(=C1)OC1O[C@@H]([C@H]([C@@H]([C@H]1CO)O)O)O)OC1O[C@@H]([C@H]([C@@H]([C@H]1CO)O)O)O)CC